undecyl-fluorotetradecane tertbutyl-N-[[4-bromo-3-methyl-7-[4-(trifluoromethoxy)phenyl]benzimidazol-5-yl]methyl]-N-tert-butoxycarbonyl-carbamate C(C)(C)(C)OC(N(C(=O)OC(C)(C)C)CC1=C(C2=C(N=CN2C)C(=C1)C1=CC=C(C=C1)OC(F)(F)F)Br)=O.C(CCCCCCCCCC)C(CCCCCCCCCCCCC)F